NC1=NNC2=C(C=C(C=C12)C1=C2C(=NC=C1)NC=C2)C#CC2(CCCC2)O 1-((3-Amino-5-(1H-pyrrolo[2,3-b]pyridin-4-yl)-1H-indazol-7-yl)ethynyl)cyclopentan-1-ol